C(C)[Ti](CCCC)(CC)CC triethyl-n-butyl-titanium